5-(((1,4-dimethylpiperazin-2-yl)methyl)(methyl)amino)-2-methyl-N-((R)-1-(naphthalen-1-yl)ethyl)benzamide CN1C(CN(CC1)C)CN(C=1C=CC(=C(C(=O)N[C@H](C)C2=CC=CC3=CC=CC=C23)C1)C)C